(S)-15-(chloromethyl)-8-ethyl-8-hydroxy-1,2,3,8,11,14-hexahydro-9H,12H-cyclopenta[f]pyrano[3',4':6,7]indolizino[1,2-b]quinoline-9,12-dione ClCC1=C2C(=NC3=CC=C4C(=C13)CCC4)C4=CC1=C(C(N4C2)=O)COC([C@]1(O)CC)=O